4,4'-isopropylidenebis(o-chlorophenol) C(C)(C)(C1=CC(=C(C=C1)O)Cl)C1=CC(=C(C=C1)O)Cl